4-({[1-(2-chlorobenzoyl)-4-fluoro-3-[3-(trifluoromethyl)piperazin-2-yl]-1H-pyrazol-5-yl]sulfanyl}methyl)benzene-1-carboximidamide ClC1=C(C(=O)N2N=C(C(=C2SCC2=CC=C(C=C2)C(N)=N)F)C2NCCNC2C(F)(F)F)C=CC=C1